N-(3-cyano-4-methyl-1H-indol-7-yl)-1-(3,3-difluorocyclobutyl)pyrazole-4-sulfonamide C(#N)C1=CNC2=C(C=CC(=C12)C)NS(=O)(=O)C=1C=NN(C1)C1CC(C1)(F)F